(S)-1-(5-(difluoromethoxy)-2-fluorophenyl)-3-(3-hydroxy-3-methylbutan-2-yl)-N-(3-methyl-1,1-dioxidothietan-3-yl)-2-oxo-2,3-dihydro-1H-benzo[d]imidazole-5-carboxamide FC(OC=1C=CC(=C(C1)N1C(N(C2=C1C=CC(=C2)C(=O)NC2(CS(C2)(=O)=O)C)[C@@H](C)C(C)(C)O)=O)F)F